C(C)(C)(C)C1=CN=C(O1)CSC1=CN=C(S1)NC(=O)C1CCN(CC1)CC(NCCOCCOCCOCCNC(OC(C)(C)C)=O)=O tert-butyl (1-(4-((5-(((5-(tert-butyl)oxazol-2-yl)methyl)thio)thiazol-2-yl)carbamoyl)piperidin-1-yl)-2-oxo-6,9,12-trioxa-3-azatetradecan-14-yl)carbamate